NC=1C=2N(C(=CC1)C1=CN(C=3N=CN=C(C31)N)C3CCC3)C=CN2 5-(8-AMINOIMIDAZO[1,2-A]PYRIDIN-5-YL)-7-CYCLOBUTYL-7H-PYRROLO[2,3-D]PYRIMIDIN-4-AMINE